OC=1C(=CC2=CC(=C(C=C2C1)C(=O)O)O)C(=O)O 3,7-dihydroxy-2,6-naphthalenedicarboxylic acid